2-((3-chloro-2-methylphenyl)amino)-N-(4-(4-ethylpiperazin-1-yl)phenyl)benzamide ClC=1C(=C(C=CC1)NC1=C(C(=O)NC2=CC=C(C=C2)N2CCN(CC2)CC)C=CC=C1)C